tert-butyl N-[(1S)-1-([[(2-[2-chloro-4-[([[2-(2,6-dioxopiperidin-3-yl)-1-oxo-3H-isoindol-5-yl]methyl]carbamoyl)amino]phenyl]ethyl)sulfanyl]methyl]carbamoyl)ethyl]carbamate ClC1=C(C=CC(=C1)NC(NCC=1C=C2CN(C(C2=CC1)=O)C1C(NC(CC1)=O)=O)=O)CCSCNC(=O)[C@H](C)NC(OC(C)(C)C)=O